FC1(CCN(CC1)CC1=CC=C(C=C1)[C@H](C)NC=1N=C(C2=C(N1)N(C(C=C2)=O)CC(C)C)C)F 2-{[(1S)-1-{4-[(4,4-Difluoropiperidin-1-yl)methyl]phenyl}ethyl]amino}-4-methyl-8-(2-methylpropyl)pyrido[2,3-d]pyrimidin-7(8H)-on